F[C@@H]1CN(CC[C@@H]1NC=1C=2C=C(N(C2C=CC1)CC(F)(F)F)C#CCNC1=C(C=C(C=C1)S(=O)(=O)C)OC)C |r| (rac)-N-((3R,4S)-3-fluoro-1-methylpiperidin-4-yl)-2-(3-((2-methoxy-4-(methylsulfonyl)phenyl)amino)prop-1-yn-1-yl)-1-(2,2,2-trifluoroethyl)-1H-indol-4-amine